azazepane N1NCCCCC1